COC=1C=C2C(CNCC2=CC1NC=1N=NC(=C(N1)NC1=CC=CC=C1)C(=O)N)(C)C ((6-methoxy-4,4-dimethyl-1,2,3,4-tetrahydroisoquinolin-7-yl)amino)-5-(phenylamino)-1,2,4-triazine-6-carboxamide